N-benzyl-1-[1-[5-[5-(trifluoromethyl)-1,2,4-oxadiazol-3-yl]-2-thienyl]ethyl]pyrazole-4-carboxamide C(C1=CC=CC=C1)NC(=O)C=1C=NN(C1)C(C)C=1SC(=CC1)C1=NOC(=N1)C(F)(F)F